N-[2-(dimethyl-amino)ethyl]-4-[3-(4-phenoxyphenyl)imidazo[1,2-a]pyrazin-6-yl]benzamide CN(CCNC(C1=CC=C(C=C1)C=1N=CC=2N(C1)C(=CN2)C2=CC=C(C=C2)OC2=CC=CC=C2)=O)C